4-azido-1-((N,N-dimethylamino)sulfonyl)-3,3-dimethyl-2-butanone N(=[N+]=[N-])CC(C(CS(=O)(=O)N(C)C)=O)(C)C